N-(3-chloro-5-(methylsulfonamido)phenyl)-1-(1-phenylethyl)-1H-pyrazole-4-carboxamide ClC=1C=C(C=C(C1)NS(=O)(=O)C)NC(=O)C=1C=NN(C1)C(C)C1=CC=CC=C1